(R)-(tetrahydrofuran-2-yl)methylamine O1[C@H](CCC1)CN